1-((cis-2-(((tert-butyldimethylsilyl)oxy)methyl)cyclopropyl)methyl)-6-chloro-1H-pyrazolo[3,4-d]pyrimidine [Si](C)(C)(C(C)(C)C)OC[C@@H]1[C@@H](C1)CN1N=CC=2C1=NC(=NC2)Cl